C(C)(C)N1CCN(CC1)CCCC1=CN=C2C=CC(=NC2=C1)C=1C(=NNC1)C1=NC(=CC=C1)C 7-[3-(4-isopropylpiperazin-1-yl)propyl]-2-[3-(6-methyl-2-pyridyl)-1H-pyrazol-4-yl]-1,5-naphthyridine